FC=1C=NC=C(C#N)C1N1C(N(C=2C=NC=3C=C(C(=CC3C21)C=2C=NN(C2)C)OC)C)=O 5-Fluoro-4-[7-methoxy-3-methyl-8-(1-methyl-1H-pyrazol-4-yl)-2-oxo-2,3-dihydroimidazo[4,5-c]quinolin-1-yl]nicotinonitrile